5-chloro-N,1-dimethyl-2-phenyl-N-(tetrahydro-2H-pyran-4-yl)-1H-indol-7-amine ClC=1C=C2C=C(N(C2=C(C1)N(C1CCOCC1)C)C)C1=CC=CC=C1